C(=O)(O)C=1C=C(C=CC1C(=O)O)C(C)C1=CC(=C(C=C1)C(=O)O)C(=O)O 1,1-bis-(3,4-dicarboxyphenyl)-ethane